CS(=O)(=O)CN1CCCCC1 ((methylsulfonyl)methyl)piperidin